(S)-3-Fluoro-2-((R)-3-methylmorpholin-4-yl)-9-(3-methyl-[1,2,4]oxadiazol-5-yl-methyl)-8-trifluoromethyl-6,7,8,9-tetrahydro-pyrimido[1,2-a]-pyrimidin-4-one FC1=C(N=C2N(C1=O)CC[C@H](N2CC2=NC(=NO2)C)C(F)(F)F)N2[C@@H](COCC2)C